(1s,4s)-4-hydroxy-N-methoxy-N-methylcyclohexane-1-carboxamide OC1CCC(CC1)C(=O)N(C)OC